benzyl 4-[2-[(1S)-4-tert-butoxy-1-carbamoyl-4-oxo-butyl]-1-oxo-isoindolin-5-yl]-3,6-dihydro-2H-pyridine-1-carboxylate C(C)(C)(C)OC(CC[C@@H](C(N)=O)N1C(C2=CC=C(C=C2C1)C=1CCN(CC1)C(=O)OCC1=CC=CC=C1)=O)=O